(6-amino-5-(3-hydroxy-2,6-dimethylphenyl)-2,3-dimethyl-5H-pyrrolo[2,3-b]pyrazin-7-yl)(5,6-dihydro-[1,2,4]triazolo[4,3-a]pyrazin-7(8H)-yl)methanone NC1=C(C=2C(=NC(=C(N2)C)C)N1C1=C(C(=CC=C1C)O)C)C(=O)N1CC=2N(CC1)C=NN2